ClC1=C(C(=O)N(C)C)C=CC(=C1)C=1C=NC=C(C1)C=1CCN(CC1)S(=O)(=O)C1=C(C=CC=C1)Cl 2-chloro-4-(5-(1-(2-chlorophenylsulfonyl)-1,2,3,6-tetrahydropyridin-4-yl)pyridin-3-yl)-N,N-dimethylbenzamide